ClC=1C=C(OC2CCC(CC2)NC(=O)C=2N=NC(=CC2)N2CCC(CC2)COC2=CC=C(C=C2)OC2=C(C=CC=C2)C=2C3=C(C(N(C2)C)=O)NC=C3)C=CC1C#N N-[4-(3-chloro-4-cyano-phenoxy)cyclohexyl]-6-[4-[[4-[2-(6-methyl-7-oxo-1H-pyrrolo[2,3-c]pyridin-4-yl)phenoxy]phenoxy]methyl]-1-piperidyl]pyridazine-3-carboxamide